ethyl 2-[5-ethyl-6-methyl-3-(trifluoromethyl)-2H,4H,5H,6H-cyclopenta[c]pyrazol-2-yl]acetate C(C)C1CC=2C(=NN(C2C(F)(F)F)CC(=O)OCC)C1C